6-(2-azaspiro[3.3]heptan-6-ylmethyl)-2-(trifluoromethyl)imidazo[1,2-a]pyrazine C1NCC12CC(C2)CC=2N=CC=1N(C2)C=C(N1)C(F)(F)F